C(=O)O.ClC1=C(C(=CC=C1)Cl)N1CC(C1)C1=C(C=C(CN2CC(C2)(O)C)C=C1)F 1-(4-(1-(2,6-dichlorophenyl)azetidin-3-yl)-3-fluorobenzyl)-3-methylazetidin-3-ol, formic acid salt